NC1=NC=CC(=C1)CCNC(O[C@H]1[C@H](NC[C@@H]1O)CC1=CC=C(C=C1)OC)=O (2R,3S,4S)-4-hydroxy-2-[(4-methoxyphenyl)methyl]pyrrolidin-3-yl N-[2-(2-aminopyridin-4-yl)ethyl]carbamate